C(C)(C)(C)OC(=O)OC1=C(C(=O)OC(C)(C)C)C(=CC=C1C(=C)C)COC(C)C tert-butyl 2-((tert-butoxycarbonyl)oxy)-6-(isopropoxymethyl)-3-(prop-1-en-2-yl)benzoate